1-(2-(2,6-dioxopiperidin-3-yl)-1,3-dioxoisoindolin-5-yl)azetidine O=C1NC(CCC1N1C(C2=CC=C(C=C2C1=O)N1CCC1)=O)=O